3-cyano-N-((1s,3s)-3-((5-(4-(2-hydroxyethyl)thiazol-2-yl)-1H-pyrrolo[2,3-b]pyridin-4-yl)amino)cyclobutyl)benzenesulfonamide C(#N)C=1C=C(C=CC1)S(=O)(=O)NC1CC(C1)NC1=C2C(=NC=C1C=1SC=C(N1)CCO)NC=C2